CN1CCN(CC1)CC=1C=CC2=C(N(C=N2)C2=CC(=C(S2)C(=O)N)O[C@H](C)C2=C(C=CC=C2)C(F)(F)F)C1 (R)-5-(6-((4-methylpiperazin-1-yl)methyl)-1H-benzo[d]imidazol-1-yl)-3-(1-(2-(trifluoromethyl)phenyl)ethoxy)thiophene-2-carboxamide